CC=1N(C2=CC=C(C=C2C1C)C(N[C@@H](C)C1=CC=C(C=C1)[N+](=O)[O-])=O)CC1=C(C=CC=C1)C1=CC(=CC=C1)C(=O)OCC (S)-Ethyl 2'-((2,3-dimethyl-5-((1-(4-nitrophenyl)ethyl)carbamoyl)-1H-indol-1-yl)methyl)-[1,1'-biphenyl]-3-carboxylate